2-(3-ethylsulfonylpyridin-2-yl)-3-methyl-6-trifluoromethyl-3H-imidazo[4,5-b]pyridine C(C)S(=O)(=O)C=1C(=NC=CC1)C1=NC=2C(=NC=C(C2)C(F)(F)F)N1C